tert-butyl (3S,4R)-4-(6-azaspiro[2.5]octane-6-carboxamido)-3-((thiophen-2-ylmethyl)carbamoyl)piperidine-1-carboxylate C1CC12CCN(CC2)C(=O)N[C@H]2[C@H](CN(CC2)C(=O)OC(C)(C)C)C(NCC=2SC=CC2)=O